3-[5-[(1-methylazetidin-3-yl)methyl]-2-oxo-benzo[cd]indol-1-yl]piperidine-2,6-dione CN1CC(C1)CC=1C=CC=2C(N(C3=CC=CC1C23)C2C(NC(CC2)=O)=O)=O